N-(1-(4-((3-chloro-2-fluorophenyl)amino)pyrido[3,2-d]pyrimidin-6-yl)azetidin-3-yl)-N-methylacrylamide ClC=1C(=C(C=CC1)NC=1C2=C(N=CN1)C=CC(=N2)N2CC(C2)N(C(C=C)=O)C)F